FC(C=C)(OC1=C(C(=O)O)C=CC=C1)F 2-(1,1-difluoroallyloxy)benzoic acid